O=C(C=CC(=O)O)N1CCCCC1 4-oxo-4-(piperidin-1-yl)but-2-enoic acid